trans-4-(4-(4-((2,6-dioxopiperidin-3-yl)amino)-2-fluorophenyl)piperazin-1-yl)cyclohexane-1-carboxylic acid O=C1NC(CCC1NC1=CC(=C(C=C1)N1CCN(CC1)[C@@H]1CC[C@H](CC1)C(=O)O)F)=O